4-fluoro-N-methyl-3-(4,4,5,5-tetramethyl-1,3,2-dioxaborolan-2-yl)benzenesulfonamide FC1=C(C=C(C=C1)S(=O)(=O)NC)B1OC(C(O1)(C)C)(C)C